2-Bromo-4-(2-cyclopentylethylthio)-1-methoxybenzene BrC1=C(C=CC(=C1)SCCC1CCCC1)OC